FC=1C=C(C=C(C1)C=1C=NN(C1)C1=CC(=CC=C1)S(=O)(=O)C)CN (3-fluoro-5-(1-(3-(methylsulfonyl)phenyl)-1H-pyrazol-4-yl)phenyl)methanamine